6-Chloro-N-(1-ethylpiperidin-4-yl)-2-(4-{4-[2-(1-methylethoxy)ethyl]piperazin-1-yl}phenyl)-3H-imidazo[4,5-b]pyridin-7-amine ClC=1C(=C2C(=NC1)NC(=N2)C2=CC=C(C=C2)N2CCN(CC2)CCOC(C)C)NC2CCN(CC2)CC